NC=1C(=C(C=CC1)C1=CN(C=2N=CN=C(C21)N)C2CCN(CC2)C(C)C)F 5-(3-amino-2-fluoro-phenyl)-7-(1-isopropyl-piperidin-4-yl)-7H-pyrrolo[2,3-d]pyrimidin-4-ylamine